C(=O)(O)C(CC1=CC=CC=C1)N[C@@H](CC1=CC=CC=C1)C(=O)NCCC(=O)O (S)-N-[N-(1-carboxy-2-phenylethyl)-L-phenylalanyl]-β-alanine